tert-butyl (S)-3-(((4-chloro-2-(cyclopropylmethoxy)benzyl)amino)methyl)pyrrolidine-1-carboxylate ClC1=CC(=C(CNC[C@H]2CN(CC2)C(=O)OC(C)(C)C)C=C1)OCC1CC1